P(=O)(OCN1C(=NC2=CC=CC(=C2C1=O)O)NC1=CC(=CC(=C1)Cl)Cl)([O-])[O-].[Na+].[Na+] sodium (2-((3,5-dichlorophenyl)amino)-5-hydroxy-4-oxoquinazolin-3(4H)-yl)methyl phosphate